O=C1N[C@H]2[C@@H](OC1)CCN(C2)C(=O)N2CCC(CC2)[C@H](C=2C=C(OCCNC(CCOCCOCCN)=O)C=CC2)C2=CC=CC=C2 |o1:19| 1-N-[2-[3-[(S or R)-[1-[(4aR,8aS)-3-Oxo-4,4a,5,7,8,8a-hexahydropyrido[4,3-b][1,4]oxazine-6-carbonyl]-4-piperidyl]-phenyl-methyl]phenoxy]ethyl]-3-[2-(2-aminoethoxy)ethoxy]propanamide